BrC(=CC=1C(=NN(C1)C1=CC=CC=C1)C1=CC2=CC=CC=C2C=C1)Br (2,2-dibromovinyl)-3-(naphthalen-2-yl)-1-phenyl-1H-pyrazole